C[C@@H]1O[C@@H](CN(C1)C1=CC=CC(=N1)C1=NC2=CC(=NC=C2C=C1)CNC(C1=CC(=C(C=C1)C)C(C)(C)O)=O)C N-((2-(6-((cis)-2,6-dimethylmorpholino)pyridin-2-yl)-1,6-naphthyridin-7-yl)methyl)-3-(2-hydroxypropan-2-yl)-4-methylbenzamide